FC(C1=NN(C(=C1)O)C1=C(C=C(C=C1)F)F)F 3-(difluoromethyl)-1-(2,4-difluorophenyl)-1H-pyrazol-5-ol